FC1(CC(C1)C1=CC(=NC(=N1)C1=C2C(=NC=C1)NC=C2)N2[C@@H](COCC2)C)F (R)-4-(6-(3,3-difluorocyclobutyl)-2-(1H-pyrrolo[2,3-b]pyridin-4-yl)pyrimidin-4-yl)-3-methylmorpholine